ethyl 1-(3-amino-6-(2,5-dimethyl-1,2,3,4-tetrahydroisoquinolin-7-yl) pyrazin-2-yl)-3-(prop-1-ynyl)-1H-pyrazole-4-carboxylate NC=1C(=NC(=CN1)C1=CC(=C2CCN(CC2=C1)C)C)N1N=C(C(=C1)C(=O)OCC)C#CC